BrC=1C=CN2N=CC=CC21 5-bromopyrrolo[1,2-b]pyridazine